FC1(C2CC(CC12)NCCCC[C@@H](C)OC1=C(C=CC(=C1)C)S(=O)(=O)N1[C@@H](CCC1)C(=O)OC(C)(C)C)F tert-butyl ((2-(((2R)-6-((6,6-difluorobicyclo[3.1.0]hexan-3-yl)amino)hexan-2-yl)oxy)-4-methylphenyl)sulfonyl)-L-prolinate